COC(C1=C(C=C(C=C1)C(=C)C(C)(C)C)C)=O.ClC1=C(C(=O)NN)C=CC(=C1)Cl 2,4-dichlorobenzoyl-hydrazine methyl-4-(3,3-dimethylbut-1-en-2-yl)-2-methylbenzoate